O=C1NC(CCC1N1C(C2=CC=CC(=C2C1=O)NC(COCCOCCI)=O)=O)=O N-(2-(2,6-dioxopiperidin-3-yl)-1,3-dioxoisoindolin-4-yl)-2-(2-(2-iodoethoxy)ethoxy)acetamide